tert-butyl (S)-4-(3-(5-(4-((2-((2-methylpyrrolidin-1-yl)methyl)-1H-benzo[d]imidazol-5-yl)carbamoyl)phenyl)-1,3,4-oxadiazol-2-yl)propyl)piperidine-1-carboxylate C[C@@H]1N(CCC1)CC1=NC2=C(N1)C=CC(=C2)NC(=O)C2=CC=C(C=C2)C2=NN=C(O2)CCCC2CCN(CC2)C(=O)OC(C)(C)C